2-(2-((R)-3-amino-3-(fluoromethyl)pyrrolidin-1-yl)-6-methylpyrimidin-4-yl)-4-(2-fluoro-6-methoxyphenyl)-2,3-dihydro-1H-pyrrolo[3,4-c]pyridin-1-one N[C@]1(CN(CC1)C1=NC(=CC(=N1)N1CC=2C(=NC=CC2C1=O)C1=C(C=CC=C1OC)F)C)CF